((4-hydroxybenzylidene)amino)Phenol OC1=CC=C(C=NC2=C(C=CC=C2)O)C=C1